(dl)-5-acetyl-6-oxo-heptanoic acid ethyl ester C(C)OC(CCCC(C(C)=O)C(C)=O)=O